N-[tris(dimethylpropylsiloxy)silylpropyl]acrylamide ethyl-6-(6-oxa-3-azabicyclo[3.1.1]heptan-3-yl)quinoline-4-carboxylate C(C)OC(=O)C1=CC=NC2=CC=C(C=C12)N1CC2OC(C1)C2.C[Si](O[Si](O[Si](C)(C)CCC)(O[Si](C)(C)CCC)CCCNC(C=C)=O)(CCC)C